2-(dimethylamino)-N-(4-(3-(piperidin-1-yl)cyclobutoxy)phenyl)acetamide CN(CC(=O)NC1=CC=C(C=C1)OC1CC(C1)N1CCCCC1)C